ClCCCCOC1=CC=C(C[C@H](N)C(=O)O)C=C1 4-(4-chlorobutoxy)-phenylalanine